FC(C=1C=C(C=NS(=O)C(C)(C)C)C=CC1)(C1=C(C=CC=C1)C)F N-(3-(difluoro(o-tolyl)methyl)benzylidene)-2-methylpropane-2-sulfinamide